tri(trimethylsilyl-cyclopentadienyl)cerium (III) C[Si](C)(C)C1(C=CC=C1)[Ce](C1(C=CC=C1)[Si](C)(C)C)C1(C=CC=C1)[Si](C)(C)C